COC1=C(C=NC=C1)NCC#CC=1N(C2=CC=CC(=C2C1)NC1CCS(CC1)(=O)=O)CC(F)(F)F 4-[(2-{3-[(4-methoxypyridin-3-yl)amino]prop-1-yn-1-yl}-1-(2,2,2-trifluoroethyl)-1H-indol-4-yl)amino]-1λ6-thiane-1,1-dione